ClC1=C(CN2CC3(CC3)CN(C2=O)C2CCN(CC2)C)C=CC(=C1)OCC(C)C 5-(2-chloro-4-isobutoxybenzyl)-7-(1-methylpiperidin-4-yl)-5,7-diazaspiro[2.5]octane-6-one